2,4-dichloro-6-(9,9-dimethyl-9H-fluoren-2-yl)-1,3,5-triazine ClC1=NC(=NC(=N1)Cl)C1=CC=2C(C3=CC=CC=C3C2C=C1)(C)C